FC(CC1(N(CC1)CCCCCCCC(=O)N(CCCCCCCCCC)CCCCCCCCCC)CCCCCCCC(=O)N(CCCCCCCCCC)CCCCCCCCCC)CO 8,8'-((2-Fluoro-3-hydroxypropyl)azetidinediyl)bis(N,N-didecyl-octanoamide)